C1(CCC1)OC1=C(C=CC(=N1)C1=CC(=C(N(C)CCCC(=O)O)C(=C1)F)F)OC 4-[4-[6-(cyclobutoxy)-5-methoxy-2-pyridyl]-2,6-difluoro-N-methyl-anilino]butanoic acid